5-(3,4-difluorophenyl)-1-tetrahydropyran-2-yl-6-tetrahydropyran-4-yl-pyrazolo[4,3-g]Isoquinoline FC=1C=C(C=CC1F)C1=C(N=CC2=CC3=C(C=C12)C=NN3C3OCCCC3)C3CCOCC3